C(C1=CC=CC=C1)(=O)C1=C(C(=O)N)C=CC=C1 2-benzoylbenzamide